4-fluoro-N-{[6-fluoro-5-(propan-2-yl)pyridin-2-yl](1H-pyrazol-5-yl)methyl}-1-[2-(1,3-oxazol-2-yl)acetyl]pyrrolidine-2-carboxamide FC1CC(N(C1)C(CC=1OC=CN1)=O)C(=O)NC(C1=CC=NN1)C1=NC(=C(C=C1)C(C)C)F